(5-chloro-6-(difluoro-methyl)pyridin-2-yl)(5-chloro-6-(trifluoromethyl)pyridin-3-yl)methylamine hydrochloride Cl.ClC=1C=CC(=NC1C(F)F)NCC=1C=NC(=C(C1)Cl)C(F)(F)F